tributyl-phosphine telluride C(CCC)P(CCCC)(CCCC)=[Te]